methyl-3-propylimidazolium tetrafluoroborate F[B-](F)(F)F.CC=1NC=C[N+]1CCC